C(C)(C)(C)OC(N(C)CC#CC)=O but-2-yn-1-yl-(methyl)carbamic acid tert-butyl ester